FC1=C(C=CC=C1)C1=C(C(=CN1S(=O)(=O)C=1C=NC=CC1)CNC([2H])([2H])[2H])OC N-((5-(2-fluorophenyl)-4-methoxy-1-(pyridin-3-ylsulfonyl)-1H-pyrrol-3-yl)methyl)methane-d3-amine